NC=1C(=CC=2N(C1)C=C(N2)CCC(=O)OCC)Br ethyl 3-(6-amino-7-bromo-imidazo[1,2-a]pyridin-2-yl)propanoate